tert-butyl 2-(1-((4-amino-6-(3-methylimidazo[1,5-a]pyridin-6-yl)-1,3,5-triazin-2-yl) amino) ethyl)-4-(trifluoromethyl)-1H-imidazole-1-carboxylate NC1=NC(=NC(=N1)C=1C=CC=2N(C1)C(=NC2)C)NC(C)C=2N(C=C(N2)C(F)(F)F)C(=O)OC(C)(C)C